(3R,5S)-1-(tert-butoxycarbonyl)-5-((5-(trifluoromethyl)pyrimidin-2-yl)amino)piperidine-3-carboxylic acid C(C)(C)(C)OC(=O)N1C[C@@H](C[C@@H](C1)NC1=NC=C(C=N1)C(F)(F)F)C(=O)O